3-(Difluoromethylene)pyrrolidin-1-amine FC(=C1CN(CC1)N)F